CC1=CC=C(C=N1)C=1C=C2C=C(NC2=CC1)C1=CC(=NC=C1)C 5-(6-methylpyridin-3-yl)-2-(2-methylpyridin-4-yl)-1H-indole